C(C)N1C[C@@H](CCC1)NC=1N=NC(=C(N1)C)C1=CC=C2C(CCO2)=C1O 5-[3-[[(3R)-1-Ethyl-3-piperidyl]amino]-5-methyl-1,2,4-triazin-6-yl]-2,3-dihydrobenzofuran-4-ol